Boc-7-hydroxy-(R)-1,2,3,4-tetrahydroisoquinoline C(=O)(OC(C)(C)C)[C@@H]1NCCC2=CC=C(C=C12)O